BrC1=CC=C2C(C(N(C2=C1)CCO[Si](C)(C)C(C)(C)C)=O)(C)C 6-bromo-1-{2-[(tert-butyldimethylsilyl)oxy]ethyl}-3,3-dimethylindol-2-one